{[(R)-2-methylpropane-2-sulfinyl][3-(4-phenoxyphenyl)oxetan-3-yl]amino}acetic acid CC(C)(C)[S@@](=O)N(C1(COC1)C1=CC=C(C=C1)OC1=CC=CC=C1)CC(=O)O